tert-butyl 2-[2-chloro-4-[(2,6-dioxo-3-piperidyl)amino]phenyl]acetate ClC1=C(C=CC(=C1)NC1C(NC(CC1)=O)=O)CC(=O)OC(C)(C)C